CN([Si](O[Si](C)(C)C)(C)C)C 1-dimethylaminopentamethyldisiloxane